t-butylphenyl α-(p-toluenesulfonyloxy)acetate CC1=CC=C(C=C1)S(=O)(=O)OCC(=O)OC1=C(C=CC=C1)C(C)(C)C